BrC=1SC(=C(N1)Br)C(=O)O 2,4-dibromo-1,3-thiazole-5-carboxylic acid